5-[(4R,9aS)-8-[[6-[(3R)-3-amino-3-methyl-pyrrolidin-1-yl]-2-methyl-3-pyridyl]methyl]-4-methyl-3,4,6,7,9,9a-hexahydro-1H-pyrazino[1,2-a]pyrazin-2-yl]-2-deuterio-quinoline-8-carbonitrile N[C@]1(CN(CC1)C1=CC=C(C(=N1)C)CN1C[C@@H]2N([C@@H](CN(C2)C2=C3C=CC(=NC3=C(C=C2)C#N)[2H])C)CC1)C